7-amino-2,3-dihydro-1lambda6-benzothiophene-1,1-dione NC1=CC=CC=2CCS(C21)(=O)=O